benzene-carbonyl peroxide C1(=CC=CC=C1)C(=O)OOC(=O)C1=CC=CC=C1